(R)-N-(4-fluoro-2-methylbenzo[d]oxazol-6-yl)-5-(3-((3-fluoropyrrolidin-1-yl)methyl)azetidin-1-yl)pyrazine-2-carboxamide tert-Butyl-3-formylazetidine-1-carboxylate C(C)(C)(C)OC(=O)N1CC(C1)C=O.FC1=CC(=CC2=C1N=C(O2)C)NC(=O)C2=NC=C(N=C2)N2CC(C2)CN2C[C@@H](CC2)F